N-[5-[2-cyclopropyl-3-[2-(trifluoromethoxy)ethyl]benzimidazol-5-yl]-1-methyl-2-oxo-3-pyridinyl]-N-methyl-carbamic acid tert-butyl ester C(C)(C)(C)OC(N(C)C=1C(N(C=C(C1)C1=CC2=C(N=C(N2CCOC(F)(F)F)C2CC2)C=C1)C)=O)=O